ClC1=NC=CC(=N1)C1=C(C=CC=C1)NC(=O)C1CC1 N-(2-(2-chloropyrimidin-4-yl)phenyl)cyclopropanecarboxamide